ethylcetyl-dimethylammonium bromide [Br-].C(C)[N+](C)(C)CCCCCCCCCCCCCCCC